quinolinol C1=CC=C2C(=C1)C=CC(=O)N2